CN1N=NC2=C1C=CC(=C2C)C(CC(=O)OCC)C=2C=C1CCCC1=C(C2)CN2S(C1=C(O[C@@H](C2)CC)C=CC=C1)(=O)=O ethyl 3-(1,4-dimethyl-1H-benzotriazol-5-yl)-3-(7-{[(4R)-4-ethyl-1,1-dioxido-3,4-dihydro-2H-5,1,2-benzoxathiazepin-2-yl]methyl}-2,3-dihydro-1H-inden-5-yl)propanoate